8-[(1S)-1-[[2-(8-fluoro-1-hydroxy-2,3,1-benzoxazaborinin-6-yl)-3-pyridyl]amino]ethyl]-3,6-dimethyl-2-morpholino-chromen-4-one FC1=CC(=CC=2C=NOB(C21)O)C2=NC=CC=C2N[C@@H](C)C=2C=C(C=C1C(C(=C(OC21)N2CCOCC2)C)=O)C